FC=1C=C(C=CC1C=1N=C2SC3=C(N2C1)C=C(C(=C3)C(NC3CCN(CC3)C)=O)OC)[C@H]3N(CCC3)C(=O)OC(C)(C)C tert-butyl (S)-2-(3-fluoro-4-(6-methoxy-7-((1-methylpiperidin-4-yl)carbamoyl)benzo[d]imidazo[2,1-b]thiazol-2-yl)phenyl)pyrrolidine-1-carboxylate